C1(CC1)S(=O)(=O)NC1=NC=CC(=N1)C(C(=O)NC1=C(C=C(C=C1)C=1C=NC=CC1)F)(C)C 2-(2-(cyclopropanesulfonamido)pyrimidin-4-yl)-N-(2-fluoro-4-(pyridin-3-yl)phenyl)-2-methylpropanamide